ClC1=NC=C(C(=N1)C1=CN(C2=CC=CC=C12)C)Cl 3-(2,5-dichloropyrimidin-4-yl)-1-methylindole